Diethyl 1-(3-carbamoylureido)-1H-pyrrole-2,4-dicarboxylate C(N)(=O)NC(NN1C(=CC(=C1)C(=O)OCC)C(=O)OCC)=O